ClC1=CC=C(C=C1)C(C(F)F)(O)[2H] 1-(4-chlorophenyl)-2,2-difluoroethanol-1-d1